BrC1=NC=C(C=C1)B(O)O 2-bromopyridine-5-boronic acid